CC(C(C#COOC(C)(C)C)(OOC(C)(C)C)C)CC dimethyl-di(tert-butyl-peroxy)hexyne